1-((4-((4-(isoindolin-2-ylmethyl)-2-(methylsulfonyl)phenoxy)methyl)phenyl)sulfonyl)azetidin-3-ol C1N(CC2=CC=CC=C12)CC1=CC(=C(OCC2=CC=C(C=C2)S(=O)(=O)N2CC(C2)O)C=C1)S(=O)(=O)C